OC1=C(C=C(C=C1C(C)(C)C)C(C)(C)C)N1NC2=C(N1)C=CC=C2 2-(2'-Hydroxy-3',5'-di-tert-butylphenyl)benzotriazoleN